C12N(CC(NC1)C2)C2=C1CN(C(C1=C(C=C2)F)=O)C2C(NC(CC2)=O)=O 3-(4-(2,5-diazabicyclo[2.2.1]heptan-2-yl)-7-fluoro-1-oxoisoindolin-2-yl)piperidine-2,6-dione